ClC1=CC=C(C=C1)N1N=CC(CC1)C1=CC=CC=C1 (4-chlorophenyl)-4-phenyl-1,4,5,6-tetrahydropyridazine